6-(8-cyclopropyl-2-hydroxyquinolin-6-yl)-5-methyl-4,5-dihydropyridazin-3(2H)-one C1(CC1)C=1C=C(C=C2C=CC(=NC12)O)C=1C(CC(NN1)=O)C